NC1=CSC=C1N 3,4-diaminothiophene